FC=1C=C(C=C(C1)C)[C@H]1OCC2=CC(=CC=C2[C@H]1C1=CC=C(C=C1)N1CCC(CC1)C=O)O 1-(4-((3S,4R)-3-(3-fluoro-5-methylphenyl)-7-hydroxyisochroman-4-yl)phenyl)piperidine-4-carbaldehyde